C(C)(C)(C)C1NCC12CC(C2)(C2=CC=C(C=C2)F)F tert-butyl-6-fluoro-6-(4-fluorophenyl)-2-azaspiro[3.3]heptane